S=C1NC(C2=C(N1CC1=C(C=CC=C1)[C@@H]1NCC[C@@H](C1)C(F)(F)F)C=CN2)=O |r| rac-2-Thioxo-1-(2-((2R,4S)-4-(trifluoromethyl)piperidin-2-yl)benzyl)-1,2,3,5-tetrahydro-4H-pyrrolo[3,2-d]pyrimidin-4-one